C(C)(C)(C)NC(C(=O)C1=C(C(=C(N1C)C)C(=O)NC1=CC(=C(C=C1)F)F)OC)=O 5-(2-(tert-butylamino)-2-oxoacetyl)-N-(3,4-difluorophenyl)-4-methoxy-1,2-dimethyl-1H-pyrrole-3-carboxamide